C1CCC2=C(C=CC=C12)C(C)C=1N=CNC1 4-[1-(2,3-dihydro-1H-inden-4-yl)ethyl]-1H-imidazole